FC=1C=CC2=C(N(C=N2)[C@H]2C[C@H](C2)C(=O)O)C1 cis-3-(6-fluorobenzimidazol-1-yl)cyclobutanecarboxylic acid